C1(CC=CCC1)C(=O)OCC=C(C)C 1-(3-methylbut-2-enyl) cyclohex-3-ene-1-carboxylate